N1(CCNCCC1)C1=CC=NC2=CC(=C(C=C12)OC)OC 4-(1,4-diazacycloheptan-1-yl)-6,7-dimethoxyquinoline